(Z)-1-(3-(5-methyl-2-propylphenyl)-4-oxothiazolidin-2-ylidene)-3-(3-(3-(1-(4-(trifluoromethoxy)phenyl)-1H-1,2,4-triazol-3-yl)phenyl)propyl)urea CC=1C=CC(=C(C1)N1/C(/SCC1=O)=N/C(=O)NCCCC1=CC(=CC=C1)C1=NN(C=N1)C1=CC=C(C=C1)OC(F)(F)F)CCC